FC(C=1N=C(C2=C(N1)N=CC=C2)SCC(=O)C2=CC=C(S2)CN2C(COCC2)=O)(F)F 4-((5-(2-((2-(trifluoromethyl)pyrido[2,3-d]pyrimidin-4-yl)thio)acetyl)thiophen-2-yl)methyl)morpholin-3-one